C(#N)C1=C(C=CC(=C1)[N+](=O)[O-])C1N(CCNC1)C(=O)N(C)C (2-cyano-4-nitrophenyl)-N,N-dimethylpiperazine-1-carboxamide